2-chloro-N-[2-(3,4-dimethoxyphenyl)ethyl]-5-(3-methylphenoxy)pyridine-4-carboxamide ClC1=NC=C(C(=C1)C(=O)NCCC1=CC(=C(C=C1)OC)OC)OC1=CC(=CC=C1)C